C(C1=CC=CC=C1)OCCN1N=C(C=C1NC(=O)C1(CCCCC1)F)C1=CN=C2N1C=C(C(=C2)OC)S(=O)(=O)C(C)(C)C N-(1-(2-(benzyloxy)ethyl)-3-(6-(tert-butylsulfonyl)-7-methoxyimidazo[1,2-a]pyridin-3-yl)-1H-pyrazol-5-yl)-1-fluorocyclohexane-1-carboxamide